(5-(N-((1,2,3,5,6,7-hexahydro-s-indacen-4-yl)carbamoyl)sulfamoyl)-2-methoxybenzyl)boronic acid C1CCC2=C(C=3CCCC3C=C12)NC(=O)NS(=O)(=O)C=1C=CC(=C(CB(O)O)C1)OC